(S)-(3-chloro-2,4-difluorophenyl)((1r,3S)-3-(trifluoromethyl)cyclobutyl)methylamine oxalate C(C(=O)O)(=O)O.ClC=1C(=C(C=CC1F)NCC1CC(C1)C(F)(F)F)F